9-aminononanolactam NC1CCCCCCCC(=O)N1